OC(COC=1C=C(C=2N(C1)N=CC2C#N)C=2C=NC(=CC2)N2CC1N(C(C2)C1)CC1=CC=C(C=C1)OC(F)(F)F)(C)C 6-(2-hydroxy-2-methylpropoxy)-4-(6-(6-(4-(trifluoromethoxy)benzyl)-3,6-diazabicyclo[3.1.1]heptan-3-yl)pyridin-3-yl)pyrazolo[1,5-a]pyridine-3-carbonitrile